C(C1=CC=CC=C1)[C@@H]1N([C@@H]2CC[C@H]1C2)C2=CC(=CC(N2)=O)N2CCOCC2 6-((1R,3S,4S)-3-benzyl-2-azabicyclo[2.2.1]heptan-2-yl)-4-morpholinopyridin-2(1H)-one